CC1=C2C(C(=O)NC2=O)=C(C(=C1C1=CC=CC=C1)C1=CC=CC=C1)C 3,6-dimethyl-4,5-diphenyl-phthalimide